ClC=1C=NN(C(C1Cl)=O)[C@@H](C(=O)OCC)C |r| (rac)-ethyl 2-(4,5-dichloro-6-oxopyridazin-1(6H)-yl)propanoate